C1COC(C)(CCCCCCC)O1 nonane-2-one ethylene acetal